CP([O-])(=O)CCC.[Mg+2].COCC(COC)(C)C=1OC=CC1.CP([O-])(=O)CCC 2-(1,3-dimethoxy-2-methylpropane-2-Yl)Furan magnesium methyl-n-propylphosphinate